1-(6-aminopyridin-2-yl)-4-(azetidin-1-yl)pyrrolidin-2-one tert-Butyl-3-(7-(thiazol-2-yl)-4-(trifluoromethyl)benzo[d]oxazol-2-yl)-3,6-diazabicyclo[3.1.1]heptane-6-carboxylate C(C)(C)(C)OC(=O)N1C2CN(CC1C2)C=2OC1=C(N2)C(=CC=C1C=1SC=CN1)C(F)(F)F.NC1=CC=CC(=N1)N1C(CC(C1)N1CCC1)=O